3-(5-(difluoromethyl)-1,3,4-thiadiazol-2-yl)-8-((3R,5S)-3-(hydroxymethyl)-5-methylpiperazin-1-yl)-N-(1-methylcyclopropyl)imidazo[1,2-a]pyridine-6-sulfonamide FC(C1=NN=C(S1)C1=CN=C2N1C=C(C=C2N2C[C@@H](N[C@H](C2)C)CO)S(=O)(=O)NC2(CC2)C)F